OC1CN(C1)C1=CC=C2C3(CC=4C(=NOC4C2=C1)NS(=O)(=O)C=1C(=NC=CC1OC)OC)C(C3)C Rac-cis-N-(8'-(3-hydroxyazetidin-1-yl)-2-methyl-4'H-spiro[cyclopropane-1,5'-naphtho[2,1-d]isoxazol]-3'-yl)-2,4-dimethoxypyridine-3-sulfonamide